(3E)-15,15-diethoxy-1,3-pentadecadiene C(C)OC(CCCCCCCCCC/C=C/C=C)OCC